CN(C)CCCN=C=NCC N-(dimethylaminopropyl)-N'-Ethylcarbodiimide